(R)-N-(4-fluoro-3-(2-methylmorpholino)phenyl)-4-((2-hydroxyethyl)sulfonylamino)-2-(6-azaspiro[2.5]oct-6-yl)benzamide FC1=C(C=C(C=C1)NC(C1=C(C=C(C=C1)NS(=O)(=O)CCO)N1CCC2(CC2)CC1)=O)N1C[C@H](OCC1)C